N-(2-amino-4-fluoro-5-iodophenyl)cyclopropanecarboxamide NC1=C(C=C(C(=C1)F)I)NC(=O)C1CC1